tantalum(V) fluoride [F-].[Ta+5].[F-].[F-].[F-].[F-]